tert-butyl 2-nitro-4-[4-(2,2,2-trifluoroacetyl)piperazin-1-yl]benzoate [N+](=O)([O-])C1=C(C(=O)OC(C)(C)C)C=CC(=C1)N1CCN(CC1)C(C(F)(F)F)=O